Racemic-2,8-bis(2,4,5-trifluorophenylmethyl)-2,8-diazaspiro[5.5]undecane-1,7-dione FC1=C(C=C(C(=C1)F)F)CN1C(C2(CCC1)C(N(CCC2)CC2=C(C=C(C(=C2)F)F)F)=O)=O